[4-cyano-1-(2-trimethylsilylethoxymethyl)imidazole-2-carbonyl]-oxypotassium C(#N)C=1N=C(N(C1)COCC[Si](C)(C)C)C(=O)O[K]